C(C(C)(C)C)(=O)OC(CC)CCCCCCC 3-pivaloyloxy-decane